rac-(1S*,2S*)-2-(5-chloro-2-hydroxyphenyl)cyclopropane-1-carboxamide ClC=1C=CC(=C(C1)[C@@H]1[C@H](C1)C(=O)N)O |r|